N-[(5-cyclopropyl-6-fluoropyridin-2-yl)(phenyl)methyl]-1-[2-(1-ethyl-2-oxo-1,2-dihydropyridin-3-yl)acetyl]-4-fluoropyrrolidine-2-carboxamide C1(CC1)C=1C=CC(=NC1F)C(NC(=O)C1N(CC(C1)F)C(CC=1C(N(C=CC1)CC)=O)=O)C1=CC=CC=C1